(R)-N-(3-(7-methyl-1H-indazol-5-yl)-1-(4'-methyl-[1,4'-bipiperidinyl]-1'-yl)-1-oxopropan-2-yl)-4-(7-oxo-3,4,7,8-tetrahydro-2H-thiopyrano[2,3-b]pyridin-6-yl)piperidine-1-carboxamide CC=1C=C(C=C2C=NNC12)C[C@H](C(=O)N1CCC(CC1)(N1CCCCC1)C)NC(=O)N1CCC(CC1)C1=CC2=C(NC1=O)SCCC2